5,6-dimethoxy-1H-benzo[d]imidazole COC1=CC2=C(NC=N2)C=C1OC